FC=1C=C(C=NC1NC([C@@H]1N(CCC1)C(NC1=CC=C(C=C1)C(F)(F)F)=O)=O)C1=CC=C(C(=O)O)C=C1 4-{5-fluoro-6-[(1-{[4-(trifluoromethyl)phenyl]carbamoyl}-D-prolyl)amino]pyridin-3-yl}benzoic acid